FC=1C=C(/C=C/C=2OC(=CC(C2O)=O)CO)C=CC1O (E)-2-(3-fluoro-4-hydroxystyryl)-3-hydroxy-6-(hydroxymethyl)-4H-pyran-4-one